CN1N=CC(=N1)C(=O)OC1CC(C1)(F)F 3,3-difluorocyclobutyl (methyl)-2H-1,2,3-triazole-4-carboxylate